C(C)(C)(C)OC(NC(CO)C#CC1=CC=C(C=C1)NC(C[C@H]1C=2N(C3=C(C(=N1)C1=CC=C(C=C1)Cl)C(=C(S3)C)C)C(=NN2)C)=O)=O (4-(4-(2-((S)-4-(4-chlorophenyl)-2,3,9-trimethyl-6H-thieno[3,2-f][1,2,4]triazolo[4,3-a][1,4]diazepin-6-yl)acetamido)phenyl)-1-hydroxybut-3-yn-2-yl)carbamic acid tert-butyl ester